tris(4-fluorophenyl)sulfonium chloride [Cl-].FC1=CC=C(C=C1)[S+](C1=CC=C(C=C1)F)C1=CC=C(C=C1)F